4-hydroxy-3,5-di-t-butylanilino-1,3,5-triazine OC1=C(C=C(NC2=NC=NC=N2)C=C1C(C)(C)C)C(C)(C)C